CC1C(N(C(N1CCO)=O)C)=O dimethyl-hydantoinethanol